[1-(butoxy)octyl]tolyltriazole C(CCC)OC(CCCCCCC)C1=C(N=NN1)C1=C(C=CC=C1)C